ClC=1C=CC(=NC1)[C@H](C)N (S)-1-(5-chloro-pyridin-2-yl)-ethylamine